(S)-5-(2-ethoxy-3-pyridinyl)-N-[(5-methyl-1,3,4-oxadiazol-2-yl)methyl]-1-[1-methylpropyl]pyrazolo[4,3-b]pyridin-7-amine C(C)OC1=NC=CC=C1C1=CC(=C2C(=N1)C=NN2[C@H](CC)C)NCC=2OC(=NN2)C